trimethyl-butanone oxime CC(C(CC)=NO)(C)C